2-{4-(phenanthren-9-yl)phenyl}-5-{3,5-bis(naphthalen-2-yl)phenyl}pyridine C1=CC=CC=2C3=CC=CC=C3C(=CC12)C1=CC=C(C=C1)C1=NC=C(C=C1)C1=CC(=CC(=C1)C1=CC2=CC=CC=C2C=C1)C1=CC2=CC=CC=C2C=C1